[(1S)-1-(2-pyrimidin-2-yl-1,2,4-triazol-3-yl)ethyl]ammonium 2,2,2-trifluoroacetate FC(C(=O)[O-])(F)F.N1=C(N=CC=C1)N1N=CN=C1[C@H](C)[NH3+]